C([C@@H]1[C@H]([C@@H]([C@H]([C@H](O1)OP(=O)(O)O)O)O)O)O The molecule is a D-glucopyranose 1-phosphate in which the anomeric centre has alpha-configuration. It derives from an alpha-D-glucose. It is a conjugate acid of an alpha-D-glucose 1-phosphate(2-).